FC(C1=CC=C(C=N1)C1=CNC2=NC=C(C=C21)C2=CC=C(CN1CC(CCC1)O)C=C2)(F)F 1-(4-(3-(6-(trifluoromethyl)pyridin-3-yl)-1H-pyrrolo[2,3-b]pyridin-5-yl)benzyl)piperidin-3-ol